(E)-4-(3-methoxystyryl)benzoxathiazine 2,2-dioxide COC=1C=C(/C=C/C2=NS(OC3=C2C=CC=C3)(=O)=O)C=CC1